tert-butyl 4-(5-fluoro-7-{8-fluoro-2-methylimidazo[1,2-a]pyridin-6-yl}-4-oxoquinazolin-3-yl)-3,6-dihydro-2H-pyridine-1-carboxylate FC1=C2C(N(C=NC2=CC(=C1)C=1C=C(C=2N(C1)C=C(N2)C)F)C=2CCN(CC2)C(=O)OC(C)(C)C)=O